N1(CCCCCC1)C1=NC(=NC2=C(C(=C(C=C12)Cl)C1=C2C=CC=NC2=CC=C1)F)OCC12CCCN2CCC1 4-(azepan-1-yl)-6-chloro-8-fluoro-7-(quinolin-5-yl)-2-((tetrahydro-1H-pyrrolizin-7a(5H)-yl)methoxy)quinazoline